[Si](C)(C)(C(C)(C)C)OC(CC)C1=CC(=C(C=N1)NC1=NC=NN1CC1=CC=C(C=C1)OC)C 6-(1-((tert-butyldimethylsilyl)oxy)propyl)-N-(1-(4-methoxybenzyl)-1H-1,2,4-triazol-5-yl)-4-methylpyridin-3-amine